C(C)(C)(C)NC1=NC=C2NC(N(C2=N1)C1CCC(CC1)C(=O)N)NC1=CC(=CC=C1)C(F)(F)F (1S,4S)-4-(2-(tert-butylamino)-8-((3-(trifluoromethyl)phenyl)amino)-7,8-dihydro-9H-purin-9-yl)cyclohexane-1-carboxamide